N-((5-(tert-butyl)-2-methoxyphenyl)sulfonyl)-1-methyl-3-(2-oxo-pyridin-1(2H)-yl)-1H-indole-6-carboxamide C(C)(C)(C)C=1C=CC(=C(C1)S(=O)(=O)NC(=O)C1=CC=C2C(=CN(C2=C1)C)N1C(C=CC=C1)=O)OC